C(C)(C)(C)OC(=O)N1N=C(C2=C(C=CC=C12)[C@@H]1C[C@@]12C(N(C1=CC=C(C=C21)OC)C(=O)OC(C)(C)C)=O)N=C(C2=CC=CC=C2)C2=CC=CC=C2 ((1R,2S)-1'-(tert-butoxycarbonyl)-5'-methoxy-2'-oxospiro[cyclopropane-1,3'-indoline]-2-yl)-3-((diphenylmethylene)amino)-1H-indazole-1-carboxylic acid tert-butyl ester